2-(4-iodophenyl)-N-p-toluenesulfonylazetidine IC1=CC=C(C=C1)C1N(CC1)S(=O)(=O)C1=CC=C(C)C=C1